CN[C@@H](CCCNC(N)=N)C(=O)O (S)-N-methyl-arginine